5-[6-fluoro-4-[[(4-methyl-2-pyridyl)amino]methyl]-1H-indazol-7-yl]-1,1-dioxo-1,2,5-thiadiazolidin-3-one FC1=CC(=C2C=NNC2=C1N1CC(NS1(=O)=O)=O)CNC1=NC=CC(=C1)C